ClC=1C=C(C(=NC1)OC)S(=O)(=O)NC1=NC=C(C(=C1F)C=1C=C2C=NC(=NC2=CC1)NCCOC)F 5-chloro-N-(3,5-difluoro-4-{2-[(2-methoxyethyl)amino]quinazolin-6-yl}pyridin-2-yl)-2-methoxypyridine-3-sulfonamide